CC(C[C@@H](C(N[C@H](C=O)C[C@H]1C(NCC1)=O)=O)NC(OC([2H])([2H])[C@H]1C[C@H]2CC=C[C@@H](C1)C2)=O)C ((1S,3S,5R)-Bicyclo[3.3.1]non-6-en-3-yl)methyl-d2 ((S)-4-methyl-1-oxo-1-(((S)-1-oxo-3-((S)-2-oxopyrrolidin-3-yl)propan-2-yl)amino)pentan-2-yl)carbamate